N(NC(=O)NN)C(=O)NN 1,2-hydrazinedicarboxylic acid, dihydrazide